Cl.[N+](#[C-])C(C)(C)C 2-ISOCYANO-2-METHYLPROPANE HYDROCHLORIDE